C1(=CC=CC=C1)SC1=NNC=N1 phenylthio-1,2,4-triazole